N-[(2R)-2-aminopropyl]-3-nitro-5-(trifluoromethyl)benzamide N[C@@H](CNC(C1=CC(=CC(=C1)C(F)(F)F)[N+](=O)[O-])=O)C